4-[4-(2-cyclopentylphenoxy)-3-methoxyphenyl]-2H,4H,5H,6H,7H-pyrazolo[3,4-b]pyridin-6-one C1(CCCC1)C1=C(OC2=C(C=C(C=C2)C2C=3C(NC(C2)=O)=NNC3)OC)C=CC=C1